FC1=C(C=CC=C1)S(=O)(=O)ON1C(C=2C(C1=O)=CC=CC2)=O N-(2-fluorophenylsulfonyloxy)phthalimide